C(C1=CC=CC=C1)N(C([C@@H](C)NC(=O)OC(C)(C)C)=O)[C@H](C(=O)OC)CC Methyl (S)-2-((R)-N-benzyl-2-((tert-butoxycarbonyl)amino)propanamido)butanoate